3-((2-hydroxyethyl-2,2-d2)sulfonyl)-4-methylbenzoic acid OC(CS(=O)(=O)C=1C=C(C(=O)O)C=CC1C)([2H])[2H]